3-amino-1-(dimethoxymethyl)-8-azabicyclo[3.2.1]octane-8-carboxylic acid tert-butyl ester C(C)(C)(C)OC(=O)N1C2(CC(CC1CC2)N)C(OC)OC